BrC1=CN=CC(=N1)C=1OC=NN1 2-(6-bromopyrazin-2-yl)-1,3,4-oxadiazole